FC1(CN(C1)C(CN1CCC(CC1)C=1C=CC=2N(C1)C(=C(N2)CC)N(C)C=2SC=C(N2)C2=CC=C(C=C2)F)=O)F 1-(3,3-difluoroazetidin-1-yl)-2-(4-(2-ethyl-3-((4-(4-fluorophenyl)thiazol-2-yl)(methyl)amino)imidazo[1,2-a]pyridin-6-yl)piperidin-1-yl)ethanone